O[C@H](CN[C@@H]1COC2(C1)CCN(CC2)C(=O)OCC2=CC=CC=C2)COC2=CC(=CC=C2)S(=O)(=O)C (S)-Benzyl 3-(((R)-2-Hydroxy-3-(3-(methylsulfonyl)phenoxy) propyl)amino)-1-oxa-8-azaspiro[4.5]decane-8-carboxylate